methyl 2-(2-fluoro-4-(6-((2-fluoro-4-(pyrimidin-5-ylethynyl)benzyl)oxy)pyridin-2-yl)benzyl)-1-(2-methoxyethyl)-1H-benzo[d]imidazole-6-carboxylate FC1=C(CC2=NC3=C(N2CCOC)C=C(C=C3)C(=O)OC)C=CC(=C1)C1=NC(=CC=C1)OCC1=C(C=C(C=C1)C#CC=1C=NC=NC1)F